2-(1-{6-methyl-2-[5-(propan-2-yloxy)-1H-indazol-3-yl]pyrimidin-4-yl}-1H-pyrazole-4-yl)ethanol CC1=CC(=NC(=N1)C1=NNC2=CC=C(C=C12)OC(C)C)N1N=CC(=C1)CCO